C=1(C(=CC=C2C=CC=CC12)C(=O)O)C(=O)O.NCCCCCCN hexamethylenediamine naphthalenedicarboxylic acid salt